N-[4,5-bis(p-Tolyl)oxazol-2-yl]benzenesulfonamide C1(=CC=C(C=C1)C=1N=C(OC1C1=CC=C(C=C1)C)NS(=O)(=O)C1=CC=CC=C1)C